(S)-1'-(6-amino-5-((2-amino-3-chloropyridin-4-yl)thio)-3-methylpyrazin-2-yl)-1,3-dihydrospiro[indene-2,4'-piperidin]-1-amine NC1=C(N=C(C(=N1)N1CCC2(CC1)[C@@H](C1=CC=CC=C1C2)N)C)SC2=C(C(=NC=C2)N)Cl